4-((3-(difluoromethyl)piperidin-1-yl)methyl)-7,7-dimethyl-6,7-dihydro-5H-cyclopenta[b]pyridine-2-carboxamide FC(C1CN(CCC1)CC1=C2C(=NC(=C1)C(=O)N)C(CC2)(C)C)F